C(C)(C)OC(CC=1NC2=CC=CC=C2C1CC(NC1=CC=C(C=C1)C(=O)O)=O)=O 2-[3-(2-oxo-2-(4-carboxyanilino)-ethyl)-1H-indol-2-yl]-acetic acid isopropyl ester